tert-Butyl 2-(1-bromo-4-methoxy-2-naphthoyl)-1-isopropylhydrazinecarboxylate BrC1=C(C=C(C2=CC=CC=C12)OC)C(=O)NN(C(=O)OC(C)(C)C)C(C)C